ClC=1C=NN(C1C(=O)NC1=NC=C(C=C1C)C=1C=NN(C1)C1=CC=C(C=C1)F)CC1(CC1)C#N 4-chloro-1-((1-cyanocyclopropyl)methyl)-N-(5-(1-(4-fluorophenyl)-1H-pyrazol-4-yl)-3-methylpyridin-2-yl)-1H-pyrazole-5-carboxamide